C(C1=CC=CC=C1)(C1=CC=CC=C1)C1=C(NC(C)C2=NC(=CC=C2)C(C)NC2=C(C=C(C=C2CC)C)CC)C(=CC(=C1)C(C1=CC=CC=C1)C1=CC=CC=C1)Cl 2-(1-(2,4-bis(benzhydryl)-6-chloro-anilino)ethyl)-6-(1-(2,6-diethyl-4-methyl-anilino)ethyl)pyridine